N[C@@H](C(=O)N[C@@H]1NC2[C@H](C(S[C@H]12)(C)C)C(=O)O)C1=CC=C(C=C1)O (1S,4S,7S)-7-((R)-2-amino-2-(4-hydroxyphenyl)acetylamino)-3,3-dimethyl-2-thia-6-azabicyclo[3.2.0]heptane-4-carboxylic acid